S1C(=NC2=C1C=CC=C2)CN2C(N(C(=CC2=O)N2C[C@@H](CCC2)O)CC#CC)=O (R)-3-(benzo[d]thiazol-2-ylmethyl)-1-(but-2-yn-1-yl)-6-(3-hydroxypiperidin-1-yl)pyrimidine-2,4(1H,3H)-dione